C(C(C)(C)C)(=O)OC1=CC2=CC=C(C=C2C(=C1)OS(=O)(=O)C(F)(F)F)C(F)(F)F 6-(trifluoromethyl)-4-(((trifluoromethyl)sulfonyl)oxy)naphthalen-2-yl pivalate